2-(4-(2-chloroethyl)piperazin-1-yl)maleic acid diisopropyl ester C(C)(C)OC(\C(=C/C(=O)OC(C)C)\N1CCN(CC1)CCCl)=O